(S)-2-((R)-2-oxo-4-n-propyl-1-pyrrolidinyl)butanamide O=C1N(C[C@@H](C1)CCC)[C@H](C(=O)N)CC